COC1=CC=CC(=N1)C(=O)NC1=NC(=CC=C1)C=1N2C(=NN1)CC[C@@H]2C (S)-6-methoxy-N-(6-(5-methyl-6,7-dihydro-5H-pyrrolo[2,1-c][1,2,4]triazol-3-yl)pyridin-2-yl)picolinamide